3-(1-(3'-Methoxy-[1,1'-biphenyl]-4-yl)-1H-1,2,3-triazol-4-yl)benzoic acid COC=1C=C(C=CC1)C1=CC=C(C=C1)N1N=NC(=C1)C=1C=C(C(=O)O)C=CC1